tert-butyl (S)-(3-amino-2-hydroxypropyl)carbamate NC[C@@H](CNC(OC(C)(C)C)=O)O